MethyleneBis-Benztriazolyl-Tetramethylbutylphenol C=C(C(C1=C(C(=C(C(=C1C)C)C)C)O)(C1=CC=CC=2NN=NC21)C2=CC=CC=1NN=NC12)CC